P(OCCCC)(OCCCC)O DiButyl Hydrogen Phosphite